N-(2-((3,6-dichloro-1,2,4-triazin-5-yl)amino)-5-fluorophenyl)methanesulfonamide ClC=1N=NC(=C(N1)NC1=C(C=C(C=C1)F)NS(=O)(=O)C)Cl